FC1(CCCC2=CC=C(C=C12)F)F 1,1,7-trifluorotetralin